C(C)(C)(C)OC(=O)N[C@H](C(=O)OC)CC1CCN(CC1)C methyl (S)-2-((tert-butoxycarbonyl)amino)-3-(1-methylpiperidin-4-yl)propanoate